ethyl α-naphthaleneacetate C1(=CC=CC2=CC=CC=C12)CC(=O)OCC